C(#N)C=1C(=NC(=NC1)NC1=C(C=C(C=C1)N1CCC(CC1)N1CCN(CC1)C)NC(C=C)=O)NC1=C(C=C(C=C1)F)OC(C)C N-(2-((5-cyano-4-((4-fluoro-2-isopropoxyphenyl)amino)pyrimidin-2-yl)amino)-5-(4-(4-methylpiperazin-1-yl)piperidin-1-yl)phenyl)acrylamide